CC(C(N)(N)C)CCCCCCC dimethylnonanediamine